N-(4-cyano-2-fluoro-phenyl)-4-cyclopentyl-1H-pyrrole-3-sulfonamide C(#N)C1=CC(=C(C=C1)NS(=O)(=O)C1=CNC=C1C1CCCC1)F